N1(CCCCCC1)C1=NC(=CC=C1C(=O)NS(=O)(=O)C1=CC=NN1)C1=CC(=CC(=C1)OCC(C)C)F 2-(Azepan-1-yl)-6-(3-fluoro-5-isobutoxyphenyl)-N-(1H-pyrazol-5-ylsulfonyl)pyridin-3-carboxamid